CC=1N=C2N(N=C(C=C2C)C=2C=CC3=C(C=NN(C3=O)C3CC(NC(C3)C)C)N2)C1 2-(2,8-dimethylimidazo[1,2-b]pyridazin-6-yl)-6-(2,6-dimethyl-4-piperidyl)pyrido[2,3-d]pyridazin-5-one